ClC=1C=2C(=CNC2C2=C(C1)CN(S(N2)(=O)=O)CC2OCCCC2)Cl 6,7-dichloro-3-((tetrahydro-2H-pyran-2-yl)methyl)-1,3,4,9-tetrahydro-[1,2,6]thiadiazino[4,3-g]indole 2,2-dioxide